ClC=1SC=C2C1CCC(C2)N(C([O-])=O)C N-(1-chloro-4,5,6,7-tetrahydro-2-benzothiophen-5-yl)-N-methyl-carbamate